C(C1=CC=CC=C1)(=O)NC(N(C=1N=CNC1C(N)=O)CC1=C(C=C(C=C1)Cl)C1N(CCOC1)C(=O)OC(C)(C)C)=S tert-Butyl 3-(2-((3-benzoyl-1-(5-carbamoyl-1H-imidazol-4-yl)thioureido)methyl)-5-chlorophenyl)morpholine-4-carboxylate